NC1=C2CN(C(C2=CC=C1)=O)C1C(NC(CC1)=O)=O 3-(4-amino-1-oxoisoindol-2-yl)piperidine-2,6-dione